BrC=1C=C(C2=C(N(C=N2)S(=O)(=O)CC)C1)OC1=C(C=C(C=C1)F)F 6-bromo-4-(2,4-difluorophenoxy)-1-(ethylsulfonyl)-1H-benzo[d]imidazole